2-{[8-(2-aminopyridin-3-yl)-3-oxo-1H,2H,3H-benzo[e]isoindol-2-yl]methyl}prop-2-enamide NC1=NC=CC=C1C=1C=CC2=C(C=3CN(C(C3C=C2)=O)CC(C(=O)N)=C)C1